CC(C(=O)OCC(C)(C)C)(C)C 2,2-dimethylpropyl 2,2-dimethylpropionate